N-((3-((3-Bromo-5-(((ethyl(methyl)amino)methylen)amino)-6-methylpyridin-2-yl)oxy)phenyl)(methyl)(oxo)-λ6-sulfaneyliden)-3-methylbutanamid BrC=1C(=NC(=C(C1)N=CN(C)CC)C)OC=1C=C(C=CC1)S(=NC(CC(C)C)=O)(=O)C